(R)-5-amino-3-(3-hydroxy-3-methylbutyl)-1-(2-hydroxypropyl)-1H-benzo[d]imidazol-2(3H)-one NC1=CC2=C(N(C(N2CCC(C)(C)O)=O)C[C@@H](C)O)C=C1